FC=1C(=CC(=C(C1)C1=C2C(=C(N=N1)N[C@H]1[C@@H](CCCC1)O[Si](C(C)C)(C(C)C)C(C)C)C=NC=C2)OC)C(F)(F)F 1-[5-fluoro-2-methoxy-4-(trifluoromethyl)phenyl]-N-[(1R,2R)-2-triisopropylsilyloxycyclohexyl]pyrido[3,4-d]pyridazin-4-amine